C(C1=CC=CC=C1)N1N=C(C2=CC(=CC=C12)OC)C(=O)[O-] 1-benzyl-5-methoxy-1H-indazole-3-carboxylate